(3-(methoxymethoxy)-9-(methylsulfonylmethyl) fluoren-9-yl) methylsulfonate CS(=O)(=O)OC1(C2=CC=CC=C2C=2C=C(C=CC12)OCOC)CS(=O)(=O)C